Racemic-(+-)-7-amino-3-ethyl-5-((2-(1-(2-(hydroxymethyl)cyclobutyl)-1H-pyrazol-3-yl)ethyl)amino)-2-methylpyrazolo[1,5-a]pyrimidine-6-carbonitrile NC1=C(C(=NC=2N1N=C(C2CC)C)NCCC2=NN(C=C2)C2C(CC2)CO)C#N